NCC1=CC=C(CN(C[C@@H]([C@H]([C@@H]([C@@H](CO)O)O)O)O)CCCCCC)C=C1 (2r,3r,4r,5s)-6-((4-(aminomethyl)benzyl)(hexyl)amino)hexane-1,2,3,4,5-pentaol